5-(4-((4-(((2,4-Dihydroxy-quinolin-3-yl)methylene)amino)benzyl)(methyl)amino)benzylidene)pyrimidine OC1=NC2=CC=CC=C2C(=C1C=NC1=CC=C(CN(C2=CC=C(C=C3CN=CN=C3)C=C2)C)C=C1)O